C1(CCC1)OC=1C(=CC2=CN(N=C2C1)C)C(=O)NC1=CC=C(N=N1)N1C[C@@H](N(CC1)C(=O)OC(C)(C)C)C tert-butyl (S)-4-(6-(6-cyclobutoxy-2-methyl-2H-indazole-5-carboxamido)pyridazin-3-yl)-2-methylpiperazine-1-carboxylate